N-(1-amino-3-((tert-butyldimethylsilyl)oxy)-2-methyl-1-oxopropan-2-yl)-5-(cyclopropylmethoxy)-6-fluoro-2-methylbenzofuran-3-carboxamide NC(C(CO[Si](C)(C)C(C)(C)C)(C)NC(=O)C1=C(OC2=C1C=C(C(=C2)F)OCC2CC2)C)=O